2-oxa-heptyl-boric acid C(OCCCCC)OB(O)O